OC1(C(NC(N([C@H]2CC[C@@H](CO)O2)C1O)=O)=O)C 5,6-dihydro-5,6-dihydroxydesoxythymidine